6-[7-(4-methylphenyl)sulfonyl-4-(1-methylpyrazol-4-yl)pyrrolo[2,3-d]pyrimidin-5-yl]quinoline CC1=CC=C(C=C1)S(=O)(=O)N1C=C(C2=C1N=CN=C2C=2C=NN(C2)C)C=2C=C1C=CC=NC1=CC2